2-heptyl-4-(4-fluorobenzylamino)-7-methoxychroman hydrochloride Cl.C(CCCCCC)C1OC2=CC(=CC=C2C(C1)NCC1=CC=C(C=C1)F)OC